(R)-ethyl 6-((1S,4S,5R)-5-((5-cyclopropyl-3-(2,6-dichlorophenyl)isoxazol-4-yl)methoxy)-2-aza-bicyclo[2.2.1]heptan-2-yl)-1,2,3,4-tetrahydronaphthalene-2-carboxylate C1(CC1)C1=C(C(=NO1)C1=C(C=CC=C1Cl)Cl)CO[C@H]1[C@@H]2CN([C@H](C1)C2)C=2C=C1CC[C@H](CC1=CC2)C(=O)OCC